benzyl 4-(aminomethyl)-4-hydroxy-piperidine-1-carboxylate NCC1(CCN(CC1)C(=O)OCC1=CC=CC=C1)O